ClC=1C(=CC(=C(C1)C=1NC=2C=CN=C(C2C(C1)=O)C(=O)N)C)[C@@](C(F)(F)F)(C)CO |o1:22| rel-(S)-2-[5-chloro-2-methyl-4-[2,2,2-trifluoro-1-(hydroxymethyl)-1-methyl-ethyl]phenyl]-4-oxo-1H-1,6-naphthyridine-5-carboxamide